C(C)(C)(C)C=1C=C(C=C(C1O)N1N=C2C(=N1)C=CC(=C2)Cl)CCCOC(C(=C)C)=O 2-Methylacrylic acid 3-[3-tert-butyl-5-(5-chloro-benzotriazol-2-yl)-4-hydroxyphenyl]-propyl ester